C1(CCC(=O)OC(CCCC)O1)=O 5-pentylidene succinate